2-[(1-[[2-(Dimethylamino)phenyl]-methyl]-5-[3-(2-methylpropoxy)phenyl]-1H-pyrazol-3-yl)methoxy]-2-methylpropanoic acid CN(C1=C(C=CC=C1)CN1N=C(C=C1C1=CC(=CC=C1)OCC(C)C)COC(C(=O)O)(C)C)C